tert-butyl ((2-chloro-6-methylpyridin-3-yl)methyl-d2)(methyl)carbamate ClC1=NC(=CC=C1C([2H])([2H])N(C(OC(C)(C)C)=O)C)C